4-[(2-{[3-(hydroxymethyl)-1H-indazol-6-yl]amino}quinazolin-8-yl)oxy]cyclopent-2-enol OCC1=NNC2=CC(=CC=C12)NC1=NC2=C(C=CC=C2C=N1)OC1C=CC(C1)O